6-chloro-2-(4-fluorophenyl)-5-(2-methoxyphenoxy)pyrimidin-4-amine ClC1=C(C(=NC(=N1)C1=CC=C(C=C1)F)N)OC1=C(C=CC=C1)OC